C1(CCCC1)NC1=CC=C(C=C1)S(=O)(=O)NC(CN(C)C)C1=CC(=C(C=C1)Cl)Cl 4-(cyclopentylamino)-N-(1-(3,4-dichlorophenyl)-2-(dimethylamino)ethyl)benzenesulfonamide